tert-butyl 4-{[3-(methoxycarbonyl)bicyclo[1.1.1]pentan-1-yl]methyl}-2,6-dimethylpiperazine-1-carboxylate COC(=O)C12CC(C1)(C2)CN2CC(N(C(C2)C)C(=O)OC(C)(C)C)C